O=C1N(CC=2C=C3C(=CC12)OCC31CCN(CC1)CC=1SC=CC1C1=CC=CC=C1)C1C(NC(CC1)=O)=O 3-(7-oxo-1'-((3-phenylthiophen-2-yl)methyl)-5,7-dihydro-2H,6H-spiro[furo[2,3-f]isoindole-3,4'-piperidin]-6-yl)piperidine-2,6-dione